FC1(CCN(CC1)C1=NC(=CC(=N1)NC(C1=C(C=C(C=C1)S(=O)(=O)CCO)N1CCC2(CC2)CC1)=O)C)F N-(2-(4,4-difluoropiperidin-1-yl)-6-methylpyrimidin-4-yl)-4-((2-hydroxyethyl)sulfonyl)-2-(6-azaspiro[2.5]oct-6-yl)benzamide